N=1NN=NC1C1=NC=C(C=C1)Br 2-(2H-tetrazol-5-yl)-5-bromopyridine